2-cyclopropoxy-1-(4-(trans-2-phenylcyclopropane-carbonyl)piperazin-1-yl)ethanone C1(CC1)OCC(=O)N1CCN(CC1)C(=O)[C@H]1[C@@H](C1)C1=CC=CC=C1